tert-butyl ((2-(6-((cis)-2,6-dimethylmorpholino)-3-fluoropyridin-2-yl)-1,6-naphthyridin-7-yl)methyl)carbamate C[C@@H]1O[C@@H](CN(C1)C1=CC=C(C(=N1)C1=NC2=CC(=NC=C2C=C1)CNC(OC(C)(C)C)=O)F)C